3-Biphenyl-boronic acid C1(=CC(=CC=C1)B(O)O)C1=CC=CC=C1